C(C)(C)(C)OC(=O)N1CCN(CC1)C1=NC=NC(=N1)Cl 4-(4-chloro-1,3,5-triazin-2-yl)piperazin-1-carboxylic acid tert-butyl ester